FC1=C(C=CC(=C1)C1=C(N=CS1)C)[C@H](C)NC(=O)C=1NC=C(C1)O (2S,4R)-2-(((S)-1-(2-fluoro-4-(4-methylthiazol-5-yl)phenyl)ethyl)carbamoyl)-4-hydroxypyrrole